hydroxy-9,10-epoxy-octadecanoic acid OC(C(=O)O)CCCCCCC1C(CCCCCCCC)O1